C1CC12CN(CC2)C2=NC1=C(C=C(C=C1C(N2C)=O)C)C(C)O 2-(5-azaspiro[2.4]heptan-5-yl)-8-(1-hydroxyethyl)-3,6-dimethyl-quinazolin-4-one